((1,3-dimethyl-1H-pyrazol-5-yl)sulfonyl)-3-(2-oxa-7-azaspiro[4.4]non-7-yl)-1-oxa-8-azaspiro[4.5]decane CN1N=C(C=C1S(=O)(=O)C1OC2(CC1N1CC3(CCOC3)CC1)CCNCC2)C